6-(pyrrolidin-1-yl)isoquinolin N1(CCCC1)C=1C=C2C=CN=CC2=CC1